ClC=1C(=NC(=NC1)N1CCN(CC1)C)N1CC(C1)C(=O)NC(C)(C)C1=CN=C2N1C=CC=C2 1-[5-chloro-2-(4-methylpiperazin-1-yl)pyrimidin-4-yl]-N-(2-{imidazo[1,2-a]pyridin-3-yl}propan-2-yl)azetidine-3-carboxamide